(R)-1-(3-(3-(5-((1,3-dimethylazetidin-3-yl)(hydroxy)(4-isopropylphenyl)methyl)pyridin-3-yl)-1,2,4-oxadiazol-5-yl)-3-methylazetidin-1-yl)ethan-1-one-2,2,2-d3 CN1CC(C1)(C)[C@@](C=1C=C(C=NC1)C1=NOC(=N1)C1(CN(C1)C(C([2H])([2H])[2H])=O)C)(C1=CC=C(C=C1)C(C)C)O